4-bromo-7-fluoro-2,2-dimethylbenzo[d][1,3]dioxole BrC1=CC=C(C=2OC(OC21)(C)C)F